2-Methyl-1-Propenyltris(t-Butoxy)Tin CC(=C[Sn](OC(C)(C)C)(OC(C)(C)C)OC(C)(C)C)C